2-[8-azabicyclo[3.2.1]oct-3-yl]-4,5-dichlorophenol C12CC(CC(CC1)N2)C2=C(C=C(C(=C2)Cl)Cl)O